BrC=1C=C(C=CC1F)NC(=NO)C1=NON=C1NCCCS(=O)(=O)C1CCCCC1 N-(3-bromo-4-fluorophenyl)-4-((3-(cyclohexylsulfonyl)propyl)amino)-N'-hydroxy-1,2,5-oxadiazole-3-carboxamidine